FC1([C@H](CN(CC1)[C@H](C(=O)NC1=NC=C(N=C1)OC1=CC=CC=C1)C)C1=CNC(C=C1)=O)F (S)-2-((S)-4,4-difluoro-3-(6-oxo-1,6-dihydropyridin-3-yl)piperidin-1-yl)-N-(5-phenoxypyrazin-2-yl)propanamide